C(C)OC(C(C)C1=CC=C(OC2=NC=CC=C2C(=O)O)C=C1)=O 2-[4-(2-ethoxy-1-methyl-2-oxoethyl)phenoxy]3-Pyridinecarboxylic acid